Tert-butyl N-[2-[(5-bromo-3-iodopyridin-2-yl) oxy] ethyl]-N-isopropylcarbamate BrC=1C=C(C(=NC1)OCCN(C(OC(C)(C)C)=O)C(C)C)I